4-tert-butyl-Benzoic Acid C(C)(C)(C)C1=CC=C(C(=O)O)C=C1